FC(CNC1=NC=CC(=C1)C=1OC=C(N1)C(=O)N)(F)F 2-(2-((2,2,2-trifluoroethyl)amino)pyridin-4-yl)oxazole-4-carboxamide